CP(=O)(C)C=1C=CC=C2C(=CNC12)C1=NC(=NC=C1C#N)N[C@H](CO)C (S)-4-(7-(Dimethylphosphoryl)-1H-indol-3-yl)-2-((1-hydroxypropan-2-yl)amino)pyrimidine-5-carbonitrile